SC1=CC=C(C=C1)N1C(=NC2=CC=CC=C2C1=O)C 3-(4-mercaptophenyl)-2-methyl-quinazolin-4(3H)-one